(S)-2-(8-(2-(6-(methylamino)pyridin-2-yl)ethoxy)-3-oxo-2-(2,2,2-trifluoroethyl)-2,3,4,5-tetrahydro-1H-benzo[c]azepin-4-yl)acetic acid CNC1=CC=CC(=N1)CCOC=1C=CC2=C(CN(C([C@@H](C2)CC(=O)O)=O)CC(F)(F)F)C1